BrC1=C(C=CC=C1)S(=O)(=O)N1[C@]2([C@H](C3=CC(=CC=C13)F)O)OC(C=C2C2=CC=CC=C2)=O (2S,3'S)-1'-((2-bromophenyl)sulfonyl)-5'-fluoro-3'-hydroxy-3-phenyl-5H-spiro[furan-2,2'-indoline]-5-one